N=C=O.N1C=NC=C1 imidazole-isocyanic acid